1-((R)-morpholin-2-yl)methanesulfonamide N1C[C@@H](OCC1)CS(=O)(=O)N